COC(C(CC)NC(=O)OCC1=CC=CC=C1)=O 2-(((benzyloxy)carbonyl)amino)butanoic acid methyl ester